FC=1C(=C(C=CC1)[C@H](C)NC(OC(C)(C)C)=O)CO (S)-tert-butyl (1-(3-fluoro-2-(hydroxymethyl)phenyl)ethyl)carbamate